[6-(methylsulfonyl)pyridin-3-yl]boronic acid CS(=O)(=O)C1=CC=C(C=N1)B(O)O